ClC1=NN(C2=C(C=CC=C12)NS(=O)(=O)C=1C=NN(C1)C1=NC=CC(=C1)C(F)(F)F)C N-(3-CHLORO-1-METHYL-1H-INDAZOL-7-YL)-1-(4-(TRIFLUOROMETHYL)PYRIDIN-2-YL)-1H-PYRAZOLE-4-SULFONAMIDE